C(C1=CC=CC=C1)OC(=O)NC=1C=CC(=NC1)CC1CCN(CC1)C(=O)OC(C)(C)C tert-butyl 4-((5-(((benzyloxy)carbonyl)amino)pyridin-2-yl)methyl)piperidine-1-carboxylate